C(#N)N(C=1SC(=C(N1)C(=O)NC(C)C1=CC=CC=C1)C)C1=CC(=NC(=C1)F)F 2-[cyano-(2,6-difluoro-4-pyridyl)amino]-5-methyl-N-(1-phenylethyl)thiazole-4-carboxamide